N7-methyl-methylxanthine CN1C(=NC=2NC(NC(C12)=O)=O)C